(s)-N,N-dimethyl-3-(1-naphthoxy)amphetamine nickel-zinc-manganese [Mn].[Zn].[Ni].CN([C@@H](C)CC1=CC(=CC=C1)OC1=CC=CC2=CC=CC=C12)C